ethyl 2-(2-(6-(4-(tert-butoxycarbonyl) piperazin-1-yl) pyridin-3-yl)-6-((4-(trifluoromethoxy) pyridin-2-yl) amino) pyrimidin-4-yl)-2-azaspiro[4.5]decane-7-carboxylate C(C)(C)(C)OC(=O)N1CCN(CC1)C1=CC=C(C=N1)C1=NC(=CC(=N1)N1CC2(CC1)CC(CCC2)C(=O)OCC)NC2=NC=CC(=C2)OC(F)(F)F